C1NCC12CN(CC2)C2=C(N=NC=C2)OC2=C(C(=O)N(C(C)C)C(C)C)C=C(C=C2)F 2-((4-(2,6-diazaspiro[3.4]octan-6-yl)pyridazin-3-yl)oxy)-5-fluoro-N,N-diisopropylbenzamide